C(C)(C)C1=CC=CC=2N1N=C(N2)C(=O)N[C@@H]2C(N(C1=C(OC2)C=CC=C1)C)=O (S)-5-isopropyl-N-(5-methyl-4-oxo-2,3,4,5-tetrahydrobenzo[b][1,4]oxazepin-3-yl)-[1,2,4]triazolo[1,5-a]pyridine-2-carboxamide